4-[(3S)-3-amino-3-methylpyrrolidin-1-yl]-5-(3-cyano-5-methoxyphenyl)-6-methyl-N-[(2S)-1,1,1-trifluoropropan-2-yl]pyridine-3-carboxamide N[C@@]1(CN(CC1)C1=C(C=NC(=C1C1=CC(=CC(=C1)OC)C#N)C)C(=O)N[C@H](C(F)(F)F)C)C